C(#N)C=1C(=NC=C(C1C1=CC(=C(C=C1)C#N)F)C1=CC=C(C=C1)C(NOC1OCCCCC1)=O)N1CCC(CC1)NC(OC(C)(C)C)=O tert-butyl N-(1-(3-cyano-4-(4-cyano-3-fluorophenyl)-5-(4-[(oxepan-2-oxy)carbamoyl]phenyl)pyridin-2-yl)piperidin-4-yl)carbamate